NC1=C2N=CN(C2=NC(=N1)F)[C@H]1C([C@@H]([C@@](O1)(C#C)C(O)([2H])[2H])O)([2H])[2H] (2r,3s,5r)-5-(6-amino-2-fluoro-purin-9-yl)-4,4-dideutero-2-[dideutero(hydroxy)methyl]-2-ethynyl-tetrahydrofuran-3-ol